CC(C(N)(C)C)CCCCN Trimethylhexan-1,6-diamin